tert-butyl 4-[(1S,4S,5R)-5-[[5-cyclopropyl-3-(2,6-dimethylphenyl)-1,2-oxazol-4-yl]methoxy]-2-azabicyclo[2.2.1]heptan-2-yl]-3-fluorobenzoate C1(CC1)C1=C(C(=NO1)C1=C(C=CC=C1C)C)CO[C@H]1[C@@H]2CN([C@H](C1)C2)C2=C(C=C(C(=O)OC(C)(C)C)C=C2)F